2-(acetylamino)-2-deoxy-galactose C(C)(=O)N[C@@H](C=O)[C@@H](O)[C@@H](O)[C@H](O)CO